C(C1CO1)OC1=CC2=CC(=CC=C2C=C1)OCC1CO1 2,7-diglycidyl-oxynaphthalene